2-(2-Methoxy ethoxy)ethyl methacrylate C(C(=C)C)(=O)OCCOCCOC